N6-(tert-Butoxycarbonyl)-N2-((6-(4-(2-(methylthio)pyrimidin-5-yl)-1H-1,2,3-triazol-1-yl)hexanoyl)-L-valyl)-L-lysine C(C)(C)(C)OC(=O)NCCCC[C@H](NC([C@@H](NC(CCCCCN1N=NC(=C1)C=1C=NC(=NC1)SC)=O)C(C)C)=O)C(=O)O